2-(trans-4-(((trans-4-(3-Cyano-4-methoxyphenyl)cyclohexyl)methyl)(4-(2-cyclopropyloxazol-4-yl)pyridin-2-yl)carbamoyl)cyclohexyl)acetic acid C(#N)C=1C=C(C=CC1OC)[C@@H]1CC[C@H](CC1)CN(C(=O)[C@@H]1CC[C@H](CC1)CC(=O)O)C1=NC=CC(=C1)C=1N=C(OC1)C1CC1